1,2-dichloro-methyl-butane ClC(C(CC)Cl)C